CC1=NC(=NC2=CC=CC=C12)C=1C=NC(=CC1)C1CCOCC1 4-methyl-2-(6-(tetrahydro-2H-pyran-4-yl)pyridin-3-yl)quinazoline